bis-(1-adamantyl)-n-butylphosphine C12(CC3CC(CC(C1)C3)C2)P(CCCC)C23CC1CC(CC(C2)C1)C3